3-(dibutylamino)-1-(1,3-dichloro-6-(trifluoromethyl)phenanthren-9-yl)propan-1-ol C(CCC)N(CCC(O)C=1C2=CC=C(C=C2C=2C=C(C=C(C2C1)Cl)Cl)C(F)(F)F)CCCC